N-(1-(1-(4-cyano-phenyl)ethanesulfonyl)-but-2-yl)carbamic acid-(4-fluorophenyl) ester FC1=CC=C(C=C1)OC(NC(CS(=O)(=O)C(C)C1=CC=C(C=C1)C#N)CC)=O